2-amino-N-((1R,2R)-2-cyanocyclopentyl)-7-fluoro-3-methyl-N-((5-(trifluoromethyl)-2-pyridinyl)methyl)-6-quinolinecarboxamide NC1=NC2=CC(=C(C=C2C=C1C)C(=O)N(CC1=NC=C(C=C1)C(F)(F)F)[C@H]1[C@@H](CCC1)C#N)F